(1-hydroxyethylidene)bis-phosphonic acid tetrasodium salt [Na+].[Na+].[Na+].[Na+].OC(C)(P([O-])([O-])=O)P([O-])([O-])=O